C(C)(C)OC=1C=C(C=O)C=CC1OC(F)F 3-isopropoxy-4-difluoromethoxy-benzaldehyde